CC(/C=N/CCOCCOCCOCC(=O)O)(CCC)C (E)-14,14-dimethyl-3,6,9-trioxa-12-aza-heptadec-12-enoic acid